di-n-heptyl-benzhydryl-ammonium hydroxide [OH-].C(CCCCCC)[NH+](C(C1=CC=CC=C1)C1=CC=CC=C1)CCCCCCC